C(CCCC(=O)OCCO)(=O)OC(C)(C)C Tert-Butyl 2-hydroxyethyl Pentanedioate